C(#N)[C@H]1N(CC(C1)(F)F)C(CNC(C1=C(C=NC=C1)N[C@@H](C)C1=CC=C(C=C1)F)=O)=O N-(2-((S)-2-cyano-4,4-difluoropyrrolidin-1-yl)-2-oxoethyl)-3-(((S)-1-(4-fluorophenyl)ethyl)amino)isonicotinamide